C1(=CC=CC=C1)[C@H](N)CO (S)-2-phenylglycinol